pentaerythritol bis(2,4-di-t-butylphenyl)propionate methyl-N-[4-chloro-2-[[(1S)-3-(cyclopropylamino)-2,3-dioxo-1-[[(3S)-2-oxopyrrolidin-3-yl]methyl]propyl]carbamoyl]phenyl]carbamate CN(C(=O)OCC(COC(C(C)(C1=C(C=C(C=C1)C(C)(C)C)C(C)(C)C)C1=C(C=C(C=C1)C(C)(C)C)C(C)(C)C)=O)(CO)CO)C1=C(C=C(C=C1)Cl)C(N[C@H](C(C(=O)NC1CC1)=O)C[C@H]1C(NCC1)=O)=O